5-((E-2-cyclopropylvinyl)pyridin-2-yl)-2-((S)-4,4-difluoro-3-(6-oxo-1,6-dihydropyridin-3-yl)piperidin-1-yl)propanamide C1(CC1)/C=C/C=1C(=NC=CC1)C1C([C@H](CN(C1)C(C(=O)N)C)C1=CNC(C=C1)=O)(F)F